ClC=1C=NN(C1CC1N(S(C2=C1C=C(C=C2)F)(=O)=O)CC2CC1(C2)OC(NC1)=O)C 2-((3-((4-chloro-1-methyl-1H-pyrazol-5-yl)methyl)-5-fluoro-1,1-dioxidobenzo[d]isothiazol-2(3H)-yl)methyl)-5-oxa-7-azaspiro[3.4]octan-6-one